C(C)(C)(C)OC(=O)NC1CCN(C1)C(=O)O.ClC=1C=CC(=C(C(=O)NCCCCCCCC(=O)O)C1)O.N1CCOCC1 Morpholine 8-(5-chloro-2-hydroxybenzoamido)octanoate 4-((tert-butoxycarbonyl)amino)pyrrolidine-1-carboxylate